3-sulfanyl-2,5-pyrrolidinedione SC1C(NC(C1)=O)=O